BrC1=C(C=CC2=C1C[C@](O2)(C2=CC=CC=C2)C(C)NS(=O)C(C)(C)C)Cl N-(1-((S)-4-Bromo-5-chloro-2-phenyl-2,3-dihydrobenzofuran-2-yl)ethyl)-2-methylpropane-2-sulfinamide